5-(1-methyl-1H-pyrazol-4-yl)-3-(quinoxalin-6-yl)-thieno[3,2-b]pyridine CN1N=CC(=C1)C1=CC=C2C(=N1)C(=CS2)C=2C=C1N=CC=NC1=CC2